tert-butyl 2-(1-benzyloxycarbonyl-3,6-dihydro-2H-pyridin-4-yl)-5-(7,8-dimethyl-[1,2,4]triazolo[1,5-a]pyridin-6-yl)-4-isopropyl-3-methyl-thieno[2,3-b]pyrrole-6-carboxylate C(C1=CC=CC=C1)OC(=O)N1CCC(=CC1)C1=C(C2=C(N(C(=C2C(C)C)C=2C(=C(C=3N(C2)N=CN3)C)C)C(=O)OC(C)(C)C)S1)C